N[C@@H](COC(C(F)(F)F)(C)C)C1=NC2=C(N1)C=CC(=C2)[C@@H](COC2CC2)N2C(NCC(C2)(F)F)=O |o1:1| 1-((S)-1-(2-((R*)-1-amino-2-((1,1,1-trifluoro-2-methylpropan-2-yl)oxy)ethyl)-1H-benzo[d]imidazol-5-yl)-2-cyclopropoxyethyl)-5,5-difluorotetrahydropyrimidin-2(1H)-one